(2r,4r)-4-((5-cyclopropyl-3-(2,6-dichlorophenyl)isoxazol-4-yl)methoxy)-2-methylpiperidine-1-carboxylic acid tert-butyl ester C(C)(C)(C)OC(=O)N1[C@@H](C[C@@H](CC1)OCC=1C(=NOC1C1CC1)C1=C(C=CC=C1Cl)Cl)C